Boc (tert-butyl 4-(1-(2-(azetidin-1-yl)ethyl)-3-(6-fluorochromane-3-carbonyl)-1H-pyrrolo[2,3-b]pyridin-6-yl)-5-chloro-1H-pyrazole-1-carboxylate) C(C)(C)(C)C1=NN(C(=C1C1=CC=C2C(=N1)N(C=C2C(=O)C2COC1=CC=C(C=C1C2)F)CCN2CCC2)Cl)C(=O)OC(=O)OC(C)(C)C